N1(CCC1)C(=O)ON(C1=NC=C(C=N1)CC1=CC=CC=C1)C(C)(C)C tert-butyl-((5-benzyl-pyrimidin-2-yl) amino) azetidine-1-carboxylate